N-(3-(3'-chloro-5-formyl-6-methoxy-[2,4'-bipyridin]-2'-yl)-2-methylphenyl)-5-(3-fluoropropyl)-1-methyl-4,5,6,7-tetrahydro-1H-imidazo[4,5-c]pyridine-2-carboxamide ClC=1C(=NC=CC1C1=NC(=C(C=C1)C=O)OC)C=1C(=C(C=CC1)NC(=O)C=1N(C2=C(CN(CC2)CCCF)N1)C)C